CN1C(=NC2=C1C=CC=C2)C2CN(C2)C(=O)[C@@H]2CC[C@H]1N2C([C@H](CCCC1)NC(=O)C1=CC2=C(S1)C=CC(=C2)CP(O)(O)=O)=O ((2-(((3S,6S,10aS)-3-(3-(1-methyl-1H-benzo[d]imidazol-2-yl)azetidine-1-carbonyl)-5-oxodecahydropyrrolo[1,2-a]azocin-6-yl)carbamoyl)benzo[b]thiophen-5-yl)methyl)phosphonic acid